nickel 2,6-naphthalenedicarboxylate C1=C(C=CC2=CC(=CC=C12)C(=O)[O-])C(=O)[O-].[Ni+2]